FC1(C2=CC=CC=C2C=2C=C(C=CC12)C(=O)NCC(=O)N1[C@H]2C[C@]2(C[C@H]1C(=O)O)CN1CCOCC1)F (1S,3S,5S)-2-((9,9-difluoro-9H-fluorene-3-carbonyl)glycyl)-5-(morpholinomethyl)-2-azabicyclo[3.1.0]hexane-3-carboxylic acid